behenyl octatriacontanoate C(CCCCCCCCCCCCCCCCCCCCCCCCCCCCCCCCCCCCC)(=O)OCCCCCCCCCCCCCCCCCCCCCC